C(C)(=O)N1CCC(CC1)C1=NN(C2=CC=CC(=C12)C1=CC2=CC=CC=C2C=C1)CC(=O)NCC(=O)NCC(=O)O (2-(3-(1-acetylpiperidin-4-yl)-4-(naphthalen-2-yl)-1H-indazol-1-yl)acetyl)glycylglycine